CC=1C=C(C=CC1[N+](=O)[O-])N1CC(CC1)C1=CC=C(C=C1)C(F)(F)F 1-(3-methyl-4-nitrophenyl)-3-(4-(trifluoromethyl)phenyl)pyrrolidine